(R)-1-(8-fluoroisochroman-1-yl)-N-methyl-methylamine FC=1C=CC=C2CCO[C@H](C12)CNC